5-(3,4-dichlorophenyl)-1-methyl-3-(pyrrolidin-1-ylmethyl)-1H-1,2,4-triazole ClC=1C=C(C=CC1Cl)C1=NC(=NN1C)CN1CCCC1